OCCN(N=N)CCO 3,3-bis(2-hydroxyethyl)-triazene